CC1(COC(OC1)CN1C=NC(=C1)I)C 1-((5,5-dimethyl-1,3-dioxan-2-yl)methyl)-4-iodo-1H-imidazole